2-amino-6-(2-fluorophenoxy)-8-methyl-pyrido[2,3-d]pyrimidin-7(8H)-one NC=1N=CC2=C(N1)N(C(C(=C2)OC2=C(C=CC=C2)F)=O)C